FC1=CC=C(C=C1)C(=O)N1[C@@H](C=2N(CC1)C(=NC2C2=CN=NC=C2)C2=NC(=NS2)C)C (R)-(4-fluorophenyl)(8-methyl-3-(3-methyl-1,2,4-thiadiazol-5-yl)-1-(pyridazin-4-yl)-5,6-dihydroimidazo[1,5-a]pyrazin-7(8H)-yl)methanone